methyl 6-(1-(adamantan-1-ylmethyl)-5-methyl-1H-pyrazol-4-yl)-2-((3-(benzo[d]thiazol-2-ylcarbamoyl)phenyl)amino)quinoline-5-carboxylate C12(CC3CC(CC(C1)C3)C2)CN2N=CC(=C2C)C2=C(C=3C=CC(=NC3C=C2)NC2=CC(=CC=C2)C(NC=2SC3=C(N2)C=CC=C3)=O)C(=O)OC